C(#N)C=1C(=CC(=NC1)NC(N(C)C1=NC(=C(C=C1)CN1C(CN(CC1)C)=O)C=O)=O)NCCF 3-(5-cyano-4-((2-fluoroethyl)amino)pyridin-2-yl)-1-(6-formyl-5-((4-methyl-2-oxopiperazin-1-yl)methyl)pyridin-2-yl)-1-methylurea